ClC=1C=C(C(=C(C(=O)O)C1)NC1=C(C=NC2=CC=C(C=C12)Cl)S(=O)(=O)N1CCSCC1)F 5-chloro-2-[(6-chloro-3-thiomorpholinylsulfonyl-4-quinolinyl)amino]-3-fluoro-benzoic acid